6-methoxybenzenesulfonic acid COC1=CC=CC=C1S(=O)(=O)O